ClC1=C(C=C(C(=C1)Cl)F)C1=NNC(=C1)C(=O)NCCO 3-(2,4-dichloro-5-fluorophenyl)N-(2-hydroxyethyl)-1H-pyrazole-5-carboxamide